CN1CC(CCC1)C(=O)N[C@@H](C)C1=NC(=NO1)C1=CC(=NC=C1)C(F)(F)F 1-methyl-N-((S)-1-(3-(2-(trifluoromethyl)pyridin-4-yl)-1,2,4-oxadiazol-5-yl)ethyl)piperidine-3-carboxamide